CN(C1=CC(=CC=C1)C)CCO N-methyl-N-(hydroxyethyl)-m-toluidine